FC(C1=NN=C(S1)C1=NC=C2N1C=C(C=C2N2C[C@@H](N[C@H](C2)C)C)S(=O)(=O)NC2(COC2)C)F 3-(5-(difluoromethyl)-1,3,4-thiadiazol-2-yl)-8-((3S,5S)-3,5-dimethylpiperazin-1-yl)-N-(3-methyloxacyclobutan-3-yl)imidazo[1,5-a]pyridin-6-sulfonamide